C(C)(C)(C)OC(=O)NCCC(=O)NC=1C=CC(=C(C(=O)OC)C1)NS(=O)(=O)C1=CC=C(C=C1)CCCC methyl 5-(3-((tert-butoxycarbonyl)amino)propanamido)-2-(4-butylphenylsulfonamido)benzoate